FC(CN1N=C2N(CN(CC2=C1)C1CCN(CC1)C1=C(C=CC=C1C)F)CC1=C(C=CC=C1)C(F)(F)F)(C)F 2-(2,2-Difluoro-propyl)-5-[1-(2-fluoro-6-methyl-phenyl)-piperidin-4-yl]-7-(2-trifluoromethyl-benzyl)-2,4,5,7-tetrahydro-pyrazolo[3,4-d]pyrimidin